5-amino-6-(2-chloro-5-fluorophenyl)-2-ethyl-6-hydroxy-6,7-dihydropyrrolo[3,4-g]indazol-8(2H)-one NC1=CC2=CN(N=C2C2=C1C(NC2=O)(O)C2=C(C=CC(=C2)F)Cl)CC